[Cl-].C(CCC)N1CC=CC=C1 1-(1-butyl)pyridine chloride